CC=1C=CC=2N=C(N=C(C2N1)Cl)Cl methyl-2,4-dichloropyrido[3,2-d]pyrimidine